BrC1(N)CC=C(C=C1)C(C)(C)C 1-bromo-4-(tert-butyl)aniline